methyl 3-(9-((4-(aminomethyl)phenyl)carbamoyl)-4,5-dihydrobenzo[b]thieno[2,3-d]oxepin-8-yl)-6-(((1-hydroxy cyclopropyl)methyl)carbamoyl)picolinate NCC1=CC=C(C=C1)NC(=O)C1=CC2=C(OCCC3=C2SC=C3)C=C1C=1C(=NC(=CC1)C(NCC1(CC1)O)=O)C(=O)OC